(S)-3-(4-((R)-1-morpholinopropyl)-3-((2-(trifluoromethyl)pyrimidin-5-yl)amino)phenyl)pentanoic acid O1CCN(CC1)[C@H](CC)C1=C(C=C(C=C1)[C@H](CC(=O)O)CC)NC=1C=NC(=NC1)C(F)(F)F